FC1=NC=CC=C1C1=CC(=CN1S(=O)(=O)C1=CC(=CC=C1)O)CN(C(OC(C)(C)C)=O)C tert-butyl N-{[5-(2-fluoropyridin-3-yl)-1-(3-hydroxyphenylsulphonyl)-1H-pyrrol-3-yl] methyl}-N-methylcarbamate